1,3-Dimethyl-6-(4,4,5,5-tetramethyl-1,3,2-dioxaborolan-2-yl)-1H-indazole CN1N=C(C2=CC=C(C=C12)B1OC(C(O1)(C)C)(C)C)C